NC1=NC=NN2C1=C(N=C2C2CC2)C2=CC(=C(C=C2)NC(=O)NC2=NOC(=C2)C2(CC2)C(F)(F)F)F 1-(4-(4-amino-7-cyclopropylimidazo[5,1-f][1,2,4]triazin-5-yl)-2-fluorophenyl)-3-(5-(1-(trifluoromethyl)cyclopropyl)isoxazol-3-yl)urea